(5R)-1,2-epoxy-m-menthane C12(C(C(CCC1)C(C)C)O2)C